C(#N)C1=C(C=CC=C1)[C@@H]([C@H](C)C=1N(C(C(=C(N1)C(=O)NC=1C=NOC1)O)=O)C)C1=NN=NN1C 2-((1r,2s)-1-(2-cyanophenyl)-1-(1-methyl-1H-tetrazol-5-yl)propan-2-yl)-5-hydroxy-N-(isoxazol-4-yl)-1-methyl-6-oxo-1,6-dihydropyrimidine-4-carboxamide